ethyl 2-oxopropanoate O=C(C(=O)OCC)C